FC=1C=C(C=CC1NC(CC(NC)=N)=O)S(=O)(=O)NC1=CN=CS1 5-[[3-Fluoro-4-[[3-imino-3-(methylamino)propanoyl]amino]phenyl]sulfonylamino]thiazol